(S)-2-amino-7,7-difluoroheptanoic acid N[C@H](C(=O)O)CCCCC(F)F